di-1-pentanol 2,5-furandicarboxylate O1C(=CC=C1C(=O)O)C(=O)O.C(CCCC)O.C(CCCC)O